1-butyl-3-methylethylimidazolium C(CCC)C(C)C=1NC=C[N+]1C